C(C)C1=C(C(=C(C(=O)[O-])C=C1)F)COC1=C(C=C(C=C1)C(F)(F)F)Cl Ethyl-((2-chloro-4-(trifluoromethyl) phenoxy) methyl)-2-fluorobenzoate